(R)-N-(1-((3,3-difluorocyclobutyl)methyl)piperidin-3-yl)-2-(8-isopropyl-5-oxothieno[3',2':4,5]pyrrolo[1,2-d][1,2,4]triazin-6(5H)-yl)acetamide formate C(=O)O.FC1(CC(C1)CN1C[C@@H](CCC1)NC(CN1N=C(N2C(C1=O)=CC1=C2SC=C1)C(C)C)=O)F